NC1=C(C=CC=C1)N1CCN(CC1)C=1C(=NC(=C(N1)C)C=1C=CC2=C(N(C=N2)C)C1)CO (3-(4-(2-aminophenyl)piperazin-1-yl)-5-methyl-6-(1-methyl-1H-benzo[d]imidazol-6-yl)pyrazin-2-yl)methanol